BrC=1SC2=C(N1)C=CC(=C2)C(=O)OC methyl 2-bromobenzo[d]thiazole-6-carboxylate